4-[[5-[[5-(difluoromethoxy)-2-pyridinyl]amino]-4-methyl-3-pyridinyl]methyl]-3-fluoro-pyridin-2-amine FC(OC=1C=CC(=NC1)NC=1C(=C(C=NC1)CC1=C(C(=NC=C1)N)F)C)F